4-Amino-3-chloro-N-((2S)-3,3-dimethyl-1-oxo-1-((2-oxo-1-phenyl-2-(2-(3,3,3-trifluoro-2-hydroxypropyl)hydrazineyl)ethyl)amino)butan-2-yl)benzamide NC1=C(C=C(C(=O)N[C@H](C(NC(C(NNCC(C(F)(F)F)O)=O)C2=CC=CC=C2)=O)C(C)(C)C)C=C1)Cl